3-(1-(2-fluorophenyl)ethoxy)-N5-(trans-4-hydroxycyclohexyl)-N2-methyl-1H-pyrrole-2,5-dicarboxamide FC1=C(C=CC=C1)C(C)OC1=C(NC(=C1)C(=O)N[C@@H]1CC[C@H](CC1)O)C(=O)NC